FC(CCC=O)(F)F 4,4,4-trifluoro-1-oxobutan